2-(3,5-dichloro-4-((2-(2-fluoropyridin-4-yl)-4-methylquinolin-6-yl)oxy)phenyl)-3,5-dioxo-2,3,4,5-tetrahydro-1,2,4-triazine-6-carbonitrile ClC=1C=C(C=C(C1OC=1C=C2C(=CC(=NC2=CC1)C1=CC(=NC=C1)F)C)Cl)N1N=C(C(NC1=O)=O)C#N